(E)-3-(5-(4-chlorophenyl)-1-(2,4-dichlorophenyl)-4-methyl-1H-pyrazol-3-yl)-N-(4-methoxybenzyl)acrylamide ClC1=CC=C(C=C1)C1=C(C(=NN1C1=C(C=C(C=C1)Cl)Cl)/C=C/C(=O)NCC1=CC=C(C=C1)OC)C